5-(3,4,5-trimethoxybenzyl)pyrimidine-2,4-diamine COC=1C=C(CC=2C(=NC(=NC2)N)N)C=C(C1OC)OC